[Si](C)(C)(C(C)(C)C)OCCS(=O)(=O)CC(CCC[C@](C(=O)OCC1=CC=CC=C1)(C)C1=CC(=CC=C1)C[C@@H](C)O)(C)C benzyl (R)-7-((2-((tert-butyldimethylsilyl)oxy)ethyl)sulfonyl)-2-(3-((R)-2-hydroxypropyl)phenyl)-2,6,6-trimethylheptanoate